COC(C1=C(N=C(C=C1)C1=CC=C(C=C1)Cl)CN(S(=O)(=O)C1=CC=C(C=C1)C)CC(=O)OC)=O 6-(4-chloro-phenyl)-2-{[methoxycarbonylmethyl-(4-methylphenylsulfonyl)-amino]-methyl}-nicotinic acid methyl ester